[1,1'-bis(diphenylphosphino)ferrocene] chloride palladium (II) [Pd+2].[Cl-].C1(=CC=CC=C1)P([C-]1C=CC=C1)C1=CC=CC=C1.[C-]1(C=CC=C1)P(C1=CC=CC=C1)C1=CC=CC=C1.[Fe+2].[Cl-]